(chloromethyl)-4-methoxy-benzene ClCC1=CC=C(C=C1)OC